sodium 4-{(S)-2-[(S)-2-(methoxycarbonylamino)-3-phenylpropanamido]-2-(4-ethylthiazol-2-yl)ethyl}phenylsulfamate COC(=O)N[C@H](C(=O)N[C@@H](CC1=CC=C(C=C1)NS([O-])(=O)=O)C=1SC=C(N1)CC)CC1=CC=CC=C1.[Na+]